NC1=C(N=CC(=N1)N1CCC2([C@@H]([C@@H](OC2)C)NCC=2C(=C3CN(C(C3=CC2)=O)C2C(NC(CC2)=O)=O)F)CC1)SC1=C(C(=NC=C1)N)Cl 3-(5-((((3S,4S)-8-(6-amino-5-((2-amino-3-chloropyridin-4-yl)thio)pyrazin-2-yl)-3-methyl-2-oxa-8-azaspiro[4.5]decan-4-yl)amino)methyl)-4-fluoro-1-oxoisoindolin-2-yl)piperidine-2,6-dione